Nickel(II) pivalat C(C(C)(C)C)(=O)[O-].[Ni+2].C(C(C)(C)C)(=O)[O-]